C1(CCCC1)C1=C(C=C(CCl)C=C1OC)OC 4-cyclopentyl-3,5-dimethoxybenzyl chloride